CC1=C(CN2C=CC3=CC=CC=C23)C=CC=C1 1-(2-methylbenzyl)-1H-indole